C(C1=CC=CC=C1)(=O)N1C(N(C=CC1=O)C1C(N(CC1)C1=CC=C(C=C1)OCCOCC(C=C)(C)O)=O)=O 3-benzoyl-1-(1-(4-(2-((2-hydroxy-2-methylbut-3-en-1-yl)oxy)ethoxy)phenyl)-2-oxopyrrolidin-3-yl)pyrimidine-2,4(1H,3H)-dione